(R)-3-(4-amino-6-((2-methoxyethyl)(methyl)amino)pyrido[3,4-d]pyrimidin-8-yl)-2,4-dimethylphenol NC=1C2=C(N=CN1)C(=NC(=C2)N(C)CCOC)C=2C(=C(C=CC2C)O)C